3-(o-tolyl)isothiazol-5-amine C1(=C(C=CC=C1)C1=NSC(=C1)N)C